ClC=1C(N(C(=CC1OCC1=NC=CC=C1F)C)C1=CC(=NC=C1C)C1=NC(=NC=C1C)C(C)(C)O)=O (P)-3-chloro-4-((3-fluoropyridin-2-yl)methoxy)-2'-(2-(2-hydroxypropan-2-yl)-5-methylpyrimidin-4-yl)-5',6-dimethyl-2H-[1,4'-bipyridin]-2-one